2-(((1S,2S,4r)-bicyclo[2.2.1]hept-2-yl)imino)-5-isopropyl-5-methylthiazolidin-4-one [C@H]12[C@H](C[C@H](CC1)C2)N=C2SC(C(N2)=O)(C)C(C)C